rac-cis-4-([1,1'-biphenyl]-3-yl)-3-methylpiperidine C1(=CC(=CC=C1)[C@@H]1[C@@H](CNCC1)C)C1=CC=CC=C1 |r|